methyl 2-(4-(2-(4-cyano-2-fluorophenyl)benzo[d][1,3]dioxol-4-yl)-2-fluorobenzyl)-1-(2-methoxy ethyl)-1H-benzo[d]imidazole-6-carboxylate C(#N)C1=CC(=C(C=C1)C1OC2=C(O1)C=CC=C2C2=CC(=C(CC1=NC3=C(N1CCOC)C=C(C=C3)C(=O)OC)C=C2)F)F